2-(3,8-diazabicyclo[3.2.1]octan-8-yl)-N-(2-(cyclopentyloxy)ethyl)benzo[d]thiazole-6-carboxamide C12CNCC(CC1)N2C=2SC1=C(N2)C=CC(=C1)C(=O)NCCOC1CCCC1